ethyl-(S)-6-diazo-2-((S)-2-methoxypropionamido)-5-oxohexanoic acid C(C)[C@@](C(=O)O)(CCC(C=[N+]=[N-])=O)NC([C@H](C)OC)=O